2-(9,9-di(pyridin-3-yl)-9H-fluoren-2-yl)-9-(naphthalen-2-yl)-1,10-phenanthroline N1=CC(=CC=C1)C1(C2=CC=CC=C2C=2C=CC(=CC12)C1=NC2=C3N=C(C=CC3=CC=C2C=C1)C1=CC2=CC=CC=C2C=C1)C=1C=NC=CC1